C(C)N1CCC(C2=CC(=C(C=C12)N1CCNCC1)F)=O 1-ethyl-6-fluoro-7-piperazin-1-yl-2,3-dihydro-quinolin-4(1H)-one